C1=NC=C(C2=CC=CC=C12)N1C(N(C[C@@H]1C#N)C1=CN=NC(=C1)C(F)(F)F)=O (R)-3-(isoquinolin-4-yl)-2-oxo-1-(6-(trifluoromethyl)pyridazin-4-yl)imidazoline-4-carbonitrile